FC(N1N=C2[C@@H](NCCC2=C1C1=CC(=C(C(=C1)F)F)F)C)F (S)-2-(difluoromethyl)-7-methyl-3-(3,4,5-trifluorophenyl)-4,5,6,7-tetrahydro-2H-pyrazolo[3,4-c]pyridine